C[C@H]1OCC[C@H](C1)N1C(=NC=2C=NC=3C=CC(=CC3C21)C#N)CC2CN(C2)C(=O)C2=NC=CC=C2 1-[(2R,4R)-2-methyloxan-4-yl]-2-{[1-(pyridine-2-carbonyl)azetidin-3-yl]methyl}-1H-imidazo[4,5-c]quinoline-8-carbonitrile